5-bromo-3,3-difluoro-1-methyl-1,3-dihydrobenzo[c]isothiazole 2,2-dioxide BrC1=CC2=C(N(S(C2(F)F)(=O)=O)C)C=C1